ClC=1C=C(C=C2C=NNC12)C=1N=C(C(=NC1C1=CC=CC=C1)N)OCC=1C=NC=CC1 5-(7-chloro-1H-indazol-5-yl)-6-phenyl-3-(pyridin-3-ylmethoxy)pyrazin-2-amine